ClC=1C=CC(=C(C(=O)N[C@@H]2C([C@H]2C2=CC=C(C=C2)S(N)(=O)=O)(C)C)C1)OC 5-chloro-N-[(1S,3R)-2,2-dimethyl-3-(4-sulfamoyl-phenyl)-cyclopropyl]-2-methoxy-benzamide